C(=O)(O)CN(CC(=O)O)CCNC N-(carboxymethyl)-N-[2-(methylamino)ethyl]-glycine